methyl 3-(8-((4-(((tert-butoxycarbonyl)amino)methyl)phenyl)carbamoyl)-4H-thieno[3,4-c]chromen-7-yl)-6-(propylcarbamoyl)picolinate C(C)(C)(C)OC(=O)NCC1=CC=C(C=C1)NC(=O)C1=CC=2C=3C(COC2C=C1C=1C(=NC(=CC1)C(NCCC)=O)C(=O)OC)=CSC3